ClC1=C(C=CC=C1)C(C)O 1-(2-chlorophenyl)-1-ethanol